C(C1=CC=CC=C1)(=O)[C@H]1[C@@H](C12C(C1=CC=CC=C1C2=O)=O)C2=C(C=CC=C2)OC (2S,3R)-2-benzoyl-3-(o-methoxyphenyl)spiro[cyclopropane-1,2'-indene]-1',3'-dione